N6-threonyl-carbamoyladenine N[C@@H]([C@H](O)C)C(=O)NC1=C2NC=NC2=NC(=N1)C(N)=O